CC=1C(=CC=C2C(CC3(CCN(CC3)C(=O)OC(C)(C)C)OC12)=O)C(=O)OC 1'-(tert-butyl) 7-methyl 8-methyl-4-oxospiro[chroman-2,4'-piperidine]-1',7-dicarboxylate